N-((2R)-1-(4-(4-fluorophenyl)-2-methyl-2,8-diazaspiro-[4.5]decan-8-yl)-3-methyl-1-oxobutan-2-yl)-4-methylpicolinamide FC1=CC=C(C=C1)C1CN(CC12CCN(CC2)C([C@@H](C(C)C)NC(C2=NC=CC(=C2)C)=O)=O)C